6-[(4-fluorophenyl)methyl]-3-(5-methoxy-3-pyridyl)imidazo[1,2-b]pyridazine FC1=CC=C(C=C1)CC=1C=CC=2N(N1)C(=CN2)C=2C=NC=C(C2)OC